CC1C(C(CC=C1)C(=O)[O-])C(=O)[O-] 3-methyl-4-cyclohexene-1,2-diformate